((3-fluoro-6-(methoxymethoxy)-8-(4,4,5,5-tetramethyl-1,3,2-dioxaborolan-2-yl)naphthalen-1-yl)ethynyl)triisopropylsilane FC=1C=C(C2=C(C=C(C=C2C1)OCOC)B1OC(C(O1)(C)C)(C)C)C#C[Si](C(C)C)(C(C)C)C(C)C